butyl 6-bromo-3,4-dihydrobenzo[4,5]imidazo[1,2-a]pyrazine-2(1H)-carboxylate BrC1=CC=CC=2N=C3N(CCN(C3)C(=O)OCCCC)C21